FC1=C(C=C(C=C1)F)[C@@H]1N(CCC1)C1=NC2=C(C=CN=C2C=C1)C=1C=NN(C1)C1CCNCC1 (R)-2-(2-(2,5-difluorophenyl)pyrrolidin-1-yl)-8-(1-(piperidin-4-yl)-1H-pyrazol-4-yl)-1,5-naphthyridine